CC1C(CCC2=CC=C(C=C12)OC1=C(C=CC=C1)C1=CC=C(C=C1)F)NC(=O)OC(C)(C)C Methyl-2-((tert-butoxycarbonyl)amino)-7-((4'-fluoro-[1,1'-biphenyl]-2-yl)oxy)-1,2,3,4-tetrahydronaphthalene